[5-amino-3-methyl-7-[4-(trifluoromethoxy)phenyl]benzimidazol-4-yl]methanol NC1=C(C2=C(N=CN2C)C(=C1)C1=CC=C(C=C1)OC(F)(F)F)CO